1H-pyrrolo[2,3-b]pyridine-4-carboxylate N1C=CC2=C1N=CC=C2C(=O)[O-]